7-chloro-5-fluoro-4-(4-fluoro-2-methoxy-5-nitrophenoxymethyl)-1,3-benzothiazole ClC1=CC(=C(C=2N=CSC21)COC2=C(C=C(C(=C2)[N+](=O)[O-])F)OC)F